N(=[N+]=[N-])CCC1=CC=C(C=C1)N=C=S (2-azidoethyl)-4-isothiocyanatobenzene